BrC=1SC=2N=C(N=C(C2N1)C)N 2-bromo-7-methylthiazolo[5,4-d]pyrimidin-5-amine